6-fluoro-N-(4-(piperidin-1-ylsulfonyl)benzyl)-1H-indole-1-carboxamide FC1=CC=C2C=CN(C2=C1)C(=O)NCC1=CC=C(C=C1)S(=O)(=O)N1CCCCC1